C(C)C1=CC(=NS1)C(=O)N[C@H]1C[C@@H](N(CC1)C(=O)OC(C)(C)C)C (2S,4R)-tert-butyl 4-(5-ethyl-1,2-thiazole-3-carboxamido)-2-methylpiperidine-1-carboxylate